2-bromo-1-(3-chlorophenoxy)-3-phenoxybenzene BrC1=C(C=CC=C1OC1=CC=CC=C1)OC1=CC(=CC=C1)Cl